1,1-Diethylpiperidinium methansulfonat CS(=O)(=O)[O-].C(C)[N+]1(CCCCC1)CC